BrC1=C(COC2=C3C(C=C(OC3=CC=C2)C(=O)OCC)=O)C=CC(=C1)Br ethyl 5-((2,4-dibromobenzyl)oxy)-4-oxo-4H-chromene-2-carboxylate